7-[(2S,4R)-2-(5-cyclopropyl-1,3,4-oxadiazol-2-yl)tetrahydropyran-4-yl]-9-[3-(difluoromethyl)-1-bicyclo[1.1.1]pentanyl]-2,3-dimethyl-pyrazino[1,2-a]pyrimidin-4-one C1(CC1)C1=NN=C(O1)[C@H]1OCC[C@H](C1)C=1N=C(C=2N(C(C(=C(N2)C)C)=O)C1)C12CC(C1)(C2)C(F)F